N-[(1R,3S)-3-[[6-chloro-2-(trifluoromethyl)-4-quinolyl]amino]cyclohexyl]-5-cyano-1H-pyrazole-4-carboxamide ClC=1C=C2C(=CC(=NC2=CC1)C(F)(F)F)N[C@@H]1C[C@@H](CCC1)NC(=O)C=1C=NNC1C#N